ClCCN(C1=CC=C(C=C1)CCCC(=O)O)CCCl 4-(4-(bis(2-chloroethyl)amino)-phenyl)butanoic acid